S1C=NC2=C1C(=CC=C2)OC2CC(C2)C(=O)N2C[C@H]1CC[C@@H](C2)N1C1=CC(=NC=C1)C ((1r,3R)-3-(benzo[d]thiazol-7-yloxy)cyclobutyl)((1R,5S)-8-(2-methylpyridin-4-yl)-3,8-diazabicyclo[3.2.1]octan-3-yl)methanone